ClC=1C=C(C=C(C1)NS(=O)(=O)C)NC(=O)C=1SC(=C(C1)C1=NC=CC=C1)CO N-(3-chloro-5-(methylsulfonamido)phenyl)-5-(hydroxymethyl)-4-(pyridin-2-yl)thiophene-2-carboxamide